7-bromo-2-(trifluoromethyl)quinoline BrC1=CC=C2C=CC(=NC2=C1)C(F)(F)F